C(=C\CCCC)/C(C(=O)[O-])CCCC trans-2-hexenylcaproate